2-[9-(3-amino-3-oxo-propyl)-11-ethyl-1,9-diazatricyclo[6.3.1.04,12]dodeca-2,4(12),5,7-tetraen-2-yl]-7-methoxy-1-methyl-benzimidazole-5-carboxylic acid NC(CCN1C2=CC=CC=3C=C(N(C(C1)CC)C32)C3=NC2=C(N3C)C(=CC(=C2)C(=O)O)OC)=O